(2R,3R)-1-carbamimidoyl-2-methylazetidine-3-carboxylic acid C(N)(=N)N1[C@@H]([C@@H](C1)C(=O)O)C